C(N)(=O)C=1SC(=CC1OC(C)C1=C(C=C(OCCOCCOCCNC(OCC2=CC=CC=C2)=O)C=C1)C(F)(F)F)N1C=NC2=C1C=C(C=C2)CN2CCN(CC2)C benzyl (2-(2-(2-(4-(1-((2-carbamoyl-5-(6-((4-methylpiperazin-1-yl)methyl)-1H-benzo[d]imidazol-1-yl)thiophen-3-yl)oxy)ethyl)-3-(trifluoromethyl)phenoxy)ethoxy)ethoxy)ethyl)carbamate